N-(tetrahydropyran-4-ylmethylidene)-hydroxylamine O1CCC(CC1)C=NO